1-(3,4,5,6-tetrahydro-2H-pyran-2-yl)-3-(4,4,5,5-tetramethyl-1,3,2-dioxaborolan-2-yl)pyrazole O1C(CCCC1)N1N=C(C=C1)B1OC(C(O1)(C)C)(C)C